C(C)C(C(=O)O)CCC=C ethyl-5-hexenoic acid